2-(6-(((1R,5S,7s)-3-oxa-9-azabicyclo[3.3.1]nonan-7-yl)oxy)pyridazin-3-yl)-5-(1H-pyrazol-4-yl)phenol [C@H]12COC[C@H](CC(C1)OC1=CC=C(N=N1)C1=C(C=C(C=C1)C=1C=NNC1)O)N2